ClC1=CC=C(C(=N1)C(=O)NS(=O)(=O)C)N[C@H](C)C=1C=C(C=C2C(N(C(=NC12)N1C[C@H]2C([C@H]2C1)C=1N=C(OC1)C)C)=O)C 6-chloro-3-(((R)-1-(3,6-dimethyl-2-((1R,5S,6R)-6-(2-methyloxazol-4-yl)-3-azabicyclo[3.1.0]hexan-3-yl)-4-oxo-3,4-dihydroquinazolin-8-yl)ethyl)amino)-N-(methylsulfonyl)picolinamide